4-[5-(aminomethyl)pyrimidin-2-yl]-3-[6-(diethylamino)-2-methylpyrimidin-4-yl]oxybenzonitrile NCC=1C=NC(=NC1)C1=C(C=C(C#N)C=C1)OC1=NC(=NC(=C1)N(CC)CC)C